lithium hexafluoro-2-propyl sulfate S(=O)(=O)(OC(C(F)(F)F)C(F)(F)F)[O-].[Li+]